C1=C[I-]OC(=C1)O iodoxinol